C(#N)C=1C(=CC(=NC1)NC(=O)N1CCCC2=CC(=C(N=C12)C=O)CN1C(CN(CC1)C)=O)N1CC(CC1)SC N-(5-cyano-4-(3-(methylthio)pyrrolidin-1-yl)pyridin-2-yl)-7-formyl-6-((4-methyl-2-oxopiperazin-1-yl)methyl)-3,4-dihydro-1,8-naphthyridine-1(2H)-carboxamide